(R)-4-((1S,6R)-5-((S)-2-(4-chlorophenyl)-3-(piperidin-4-ylamino)propanoyl)-2,5-diazabicyclo[4.1.0]hept-2-yl)-5-methyl-5,8-dihydropyrido[2,3-d]pyrimidin-7(6H)-one ClC1=CC=C(C=C1)[C@H](C(=O)N1CCN([C@H]2C[C@@H]12)C=1C2=C(N=CN1)NC(C[C@H]2C)=O)CNC2CCNCC2